COC(=O)N1CC2(CC(C2)N2C[C@H]3C([C@H]3C2)C(=O)N2CCC23CCC3)CC1 2-[(1r,5s,6r)-6-(1-azaspiro[3.3]hept-1-ylcarbonyl)-3-azabicyclo[3.1.0]hex-3-yl]-6-azaspiro[3.4]octane-6-carboxylic acid methyl ester